BrC1=CC=C(C=2SC=CC21)OC 4-bromo-7-methoxybenzo[b]thiophene